ethyl 9-(2-chloro-6-fluoro-phenyl)-3-cyclopropyl-16-thia-2,4,5,8-tetrazatetracyclo[8.6.0.02,6.011,15]hexadeca-1(10),3,5,8,11(15)-pentaene-13-carboxylate ClC1=C(C(=CC=C1)F)C1=NCC2=NN=C(N2C=2SC=3CC(CC3C12)C(=O)OCC)C1CC1